(2S)-2-[(4-ethynylbenzoyl)amino]-3-methyl-butyric acid ethyl ester C(C)OC([C@H](C(C)C)NC(C1=CC=C(C=C1)C#C)=O)=O